9-(3-phenylphenyl)-3-bromo-9H-carbazole C1(=CC=CC=C1)C=1C=C(C=CC1)N1C2=CC=CC=C2C=2C=C(C=CC12)Br